C(C)(C)(C)OC(=O)N1C2CC(CC1CC2)C2=CC(=CC=C2)N 3-endo-(3-aminophenyl)-8-azabicyclo[3.2.1]octane-8-carboxylic acid tert-butyl ester